FC1=C(C(=C(C(=C1[B-](C1=C(C(=C(C(=C1F)F)F)F)F)(C1=C(C(=C(C(=C1F)F)F)F)F)C1=C(C(=C(C(=C1F)F)F)F)F)F)F)F)F.C[NH3+] methylammonium tetrakis(pentafluoro-phenyl)borate